C(C)(=O)[O-].[Na+] Sodium Acetate salt